The molecule is a hydroxycoumarin that is coumarin substituted by a methyl group at position 4, a hydroxy group at position 7 and a p-methoxyphenyl group at position 3 respectively. It is a hydroxycoumarin and a monomethoxybenzene. It derives from a coumarin. CC1=C(C(=O)OC2=C1C=CC(=C2)O)C3=CC=C(C=C3)OC